NCCC1=CC=C(C=C1)C1=C(C=C(C#N)C=C1)OC1=NC(=NC(=C1)OCC1CCCC1)C 4-[4-(2-aminoethyl)phenyl]-3-[6-(cyclopentylmethoxy)-2-methylpyrimidin-4-yl]oxybenzonitrile